monoglycidyl-aniline C(C1CO1)C1=CC=C(N)C=C1